N(=[N+]=[N-])CC=1N=C2N(C=C(C=N2)C2CC2)C1 2-(azidomethyl)-6-cyclopropylimidazo[1,2-a]pyrimidine